CN1C(N(CC=2C1=NC(=NC2)S(=O)(=O)C)C2C1CN(C(C2)C1)C(=O)OC(C)(C)C)=O tert-butyl 5-(1-methyl-7-methylsulfonyl-2-oxo-4H-pyrimido[4,5-d]pyrimidin-3-yl)-2-azabicyclo[2.2.1]heptane-2-carboxylate